1-(2-chlorophenyl)-2,4-dimethyl-1H-imidazole-5-carboxylic acid ethyl ester C(C)OC(=O)C1=C(N=C(N1C1=C(C=CC=C1)Cl)C)C